(S)-2-(4-(6-(Cyclopropylmethoxy)pyridin-2-yl)-3-fluorobenzyl)-1-(oxetan-2-ylmethyl)-1H-benzo[d]imidazol C1(CC1)COC1=CC=CC(=N1)C1=C(C=C(CC2=NC3=C(N2C[C@H]2OCC2)C=CC=C3)C=C1)F